acryl-carboxylate C(=O)(C=C)C(=O)[O-]